CC(CC1=CC=CC=C1)N (±)-α-methylphenylethylamine